NC1=C2C(=NC=N1)N(N=C2C2=CC=C(C=C2)OC2=CC=CC=C2)[C@H]2[C@H](CN(CC2)C2CN(C2)C(=O)[O-])F 3-[(3S,4R)-4-[4-amino-3-(4-phenoxyphenyl)pyrazolo[3,4-d]pyrimidin-1-yl]-3-fluoro-1-piperidyl]azetidine-1-carboxylate